ClCC1C(CCC1(O)CC1=CC=C(C=C1)F)CC1=CC=CC=C1 5-chloromethyl-4-benzyl-1-(4-fluorobenzyl)cyclopentanol